FC=1C=C(C=CC1F)C=1C=C(C=NC1)OC=1C=CC(=C(N)C1)OC1=CC=C(C=C1)S(=O)(=O)C 5-{[5-(3,4-difluorophenyl)pyridin-3-yl]oxy}-2-(4-methanesulfonylphenoxy)aniline